S1C(NC2=C1C=CC=C2)C2=C(C(=CC(=C2)CCCCC)CCCCC)O 2-(2H-benzothiazol-2-yl)-4,6-dipentylphenol